(ethanediylidene)pyrazolo[4,3-m]dipyrrolo[3,2-f:3',4'-i][1,4]oxazacyclopentadecine O1C=2C(NC=C3C(C=C4C(C=CC=5C(=C1)N=NC5)=CN=C4)=NC=C3)=CC2